Cl.BrC=1C(=C(C[C@@H]2NCC[C@@H]2NS(=O)(=O)CC)C=CC1)F N-((2S,3S)-2-(3-bromo-2-fluorobenzyl)pyrrolidin-3-yl)ethanesulfonamide hydrochloride